N,N,N-trimethylammonium Methyl-Sulfate Tert-butyl-N-[1-(2,2-difluoro-5-prop-2-ynoxy-pentyl)-6-methyl-2-oxo-5-(2,3,6-trifluorophenyl)-3-piperidyl]carbamate C(C)(C)(C)OC(NC1C(N(C(C(C1)C1=C(C(=CC=C1F)F)F)C)CC(CCCOCC#C)(F)F)=O)=O.COS(=O)(=O)[O-].C[NH+](C)C